(4-amino-4-methylpiperidin-1-yl)-5-(3-fluorophenyl)-6-hydroxypyrimidine-4-carboxamide hydrochloride Cl.NC1(CCN(CC1)C1=NC(=C(C(=N1)C(=O)N)C1=CC(=CC=C1)F)O)C